1-(5-cyclopropyl-3-methylpyridin-2-yl)ethan-1-one C1(CC1)C=1C=C(C(=NC1)C(C)=O)C